C(C)C1=NN2C(N=C(C=C2)N2CCN(CC2)S(=O)(=O)CC)=C1N(C=1SC(=C(N1)C1=CC=C(C=C1)F)C#N)C 2-((2-ethyl-5-(4-(ethylsulfonyl)piperazin-1-yl)pyrazolo[1,5-a]pyrimidin-3-yl)(methyl)amino)-4-(4-fluorophenyl)thiazole-5-carbonitrile